NC1=C(C(=O)OC)C=C(C(=C1)C1CCC(CC1)(F)F)C(F)(F)F methyl 2-amino-4-(4,4-difluorocyclohexyl)-5-(trifluoromethyl)benzoate